4-[1-(1-Cyclopentyl-2-cyclopropylethyl)-1H-pyrazol-4-yl]-7-[2-(trimethylsilyl)ethoxy]methyl-7H-pyrrolo[2,3-d]pyrimidine trifluoroacetate salt FC(C(=O)O)(F)F.C1(CCCC1)C(CC1CC1)N1N=CC(=C1)C=1C2=C(N=CN1)N(C=C2)COCC[Si](C)(C)C